FC(C=1C=C(C=C(C1)C(F)(F)F)C=1C=C(C=CC1)CNC(=O)C1C[C@@H](CC1)F)(F)F (3R)-N-({3-[3,5-bis(trifluoromethyl)phenyl]phenyl}methyl)-3-fluorocyclopentane-1-carboxamide